N1=C2C(=CC(=C1)C(=O)O)COCC2 7,8-dihydro-5H-pyrano[4,3-b]pyridine-3-carboxylic acid